4-(2-((tert-butoxycarbonyl)amino)-3-(3-(2-oxopyrrolidin-1-yl)phenyl)propionamido)benzoic acid C(C)(C)(C)OC(=O)NC(C(=O)NC1=CC=C(C(=O)O)C=C1)CC1=CC(=CC=C1)N1C(CCC1)=O